CC1=NC=CC(=N1)NC(C)C1=CC(=CC=C1)OCCN1C=CC=C1 2-methyl-N-[1-(3-{[2-(1H-pyrrol-1-yl)ethyl]oxy}phenyl)ethyl]pyrimidin-4-amine